CO[C@@H](C)C=1C=2N(N=CC1NC(=O)NC=1C=NC(=C(C1)C(F)(F)F)N1N=CC=N1)C=C(N2)C (S)-N-(8-(1-methoxyethyl)-2-methylimidazo[1,2-b]pyridazin-7-yl)-N'-(6-(2H-1,2,3-triazol-2-yl)-5-(trifluoromethyl)pyridin-3-yl)urea